C(C)(C)(C)N1C=C(C=C1)C(=O)NCC(=O)NC=1SC=C(N1)C1=CC=C2C=NN(C2=C1)C 1-(tert-butyl)-N-(2-((4-(1-methyl-1H-indazol-6-yl)thiazol-2-yl)amino)-2-oxoethyl)-1H-pyrrole-3-carboxamide